CN1C=C(C=C(C1=C=O)C)N1N=C(C(=C1)C(=O)NC1=NC(=CC=C1)C=1N2C(=NN1)CC[C@@H]2C)OC (S)-1-(1,5-dimethyl-6-carbonyl-1,6-dihydropyridin-3-yl)-3-methoxy-N-(6-(5-methyl-6,7-dihydro-5H-pyrrolo[2,1-c][1,2,4]triazol-3-yl)pyridin-2-yl)-1H-pyrazole-4-carboxamide